2-(5-((1-(((2-chloro-5-(1-(difluoromethyl)-1H-pyrazol-3-yl)pyridin-4-yl)amino)methyl)cyclopentyl)methoxy)-1-methyl-1H-pyrazol-4-yl)pyrimidin-4-amine ClC1=NC=C(C(=C1)NCC1(CCCC1)COC1=C(C=NN1C)C1=NC=CC(=N1)N)C1=NN(C=C1)C(F)F